ClC1=C(C=C(C=C1)C=1C=C(C(N(N1)C1=CC(=CC(=C1)F)F)=O)C(=O)O)F 6-(4-chloro-3-fluorophenyl)-2-(3,5-difluorophenyl)-3-oxo-2,3-dihydropyridazine-4-carboxylic acid